C1(CC1)C1=NC=NC(=C1C=1N=CC2=C(N1)N(C1=C2C=CN=C1)C1CCC2=CC(=CC=C12)C=1N(C=C(N1)C(F)(F)F)C)OC 2-(4-cyclopropyl-6-methoxypyrimidin-5-yl)-9-(5-(1-methyl-4-(trifluoromethyl)-1H-imidazole-2-yl)-2,3-dihydro-1H-inden-1-yl)-9H-pyrido[4',3':4,5]pyrrolo[2,3-d]pyrimidine